OC(=CC=CC=CC(=O)O)C=CCCCCCCCC(CCCCC)O 7,17-dihydroxy-docosatetraenoic acid